O1CC(CC1)CO[C@H]1COC2=CC=CC=C2[C@@H]1N (3R,4S)-3-((tetrahydrofuran-3-yl)methoxy)chroman-4-amine